5-(3-(((1r,4r)-4-(2,5-dichloronicotinamido)cyclohexyl)methyl)-2-oxo-2,3-dihydro-1H-benzo[d]imidazol-1-yl)-N-methylpicolinamide ClC1=C(C(=O)NC2CCC(CC2)CN2C(N(C3=C2C=CC=C3)C=3C=CC(=NC3)C(=O)NC)=O)C=C(C=N1)Cl